7-{(1S)-1-[1-(3,4-difluorophenyl)-1H-1,2,3-triazol-4-yl]propyl}-5-[2-(trifluoromethyl)pyrimidin-5-yl]pyrrolo[2,1-f][1,2,4]triazin-4-amine FC=1C=C(C=CC1F)N1N=NC(=C1)[C@@H](CC)C1=CC(=C2C(=NC=NN21)N)C=2C=NC(=NC2)C(F)(F)F